(3S,10S)-7-((3S,5R)-4-acryloyl-3,5-dimethylpiperazin-1-yl)-10-(2,4-difluorophenyl)-3-((methoxymethoxy)methyl)-9-(trifluoromethyl)-2,3-dihydro-5H-[1,4]thiazino[2,3,4-ij]quinazolin-5-one C(C=C)(=O)N1[C@H](CN(C[C@H]1C)C1=NC(N2C3=C(C(=C(C=C13)C(F)(F)F)C1=C(C=C(C=C1)F)F)SC[C@@H]2COCOC)=O)C